ClC1=CC=C(C=C1)C1(NC(=NC=C1[N+](=O)[O-])NC1CC1)N 4-(4-chlorophenyl)-N2-cyclopropyl-5-nitropyrimidine-2,4-diamine